C(C)(C)(C)C1=CC=C(C=C1)B1OC(C(O1)(C)C)(C)C 2-(4-(tert-butyl)phenyl)-4,4,5,5-tetramethyl-1,3,2-dioxaborolane